NC(C(=O)NC1=CC(=C(C=C1)C1=C2C(=NC=C1)NC(=C2)C)C)C(C(C)(C)C)O 2-Amino-3-hydroxy-4,4-dimethyl-N-[3-methyl-4-(2-methyl-1H-pyrrolo[2,3-b]pyridin-4-yl)phenyl]pentanamide